6-(4-methyl-3-(trifluoromethoxy)phenyl)-2-azaspiro[3.4]octane CC1=C(C=C(C=C1)C1CC2(CNC2)CC1)OC(F)(F)F